4-(((3aR,5s,6aS)-5-((6-(cyclohexylsulfonyl)pyridazin-3-yl)amino)hexahydrocyclopenta[c]pyrrol-2(1H)-yl)methyl)tetrahydro-2H-pyran-4-ol C1(CCCCC1)S(=O)(=O)C1=CC=C(N=N1)NC1C[C@@H]2[C@@H](CN(C2)CC2(CCOCC2)O)C1